methyl (2S)-3-methyl-2-[methyl (4-(prop-2-enoyl)-1-oxa-4,9-diazaspiro[5.5]undecane-9-carbonyl)amino]butanoate CC([C@@H](C(=O)OC)N(C(=O)N1CCC2(CN(CCO2)C(C=C)=O)CC1)C)C